C(C1=CC=CC=C1)OC1(C2=NN=C(C3=C(C=C(C(N(CCC=CCC1)C1CCC1)=N3)C(F)(F)F)[N+](=O)[O-])O2)C(F)(F)F 6-benzyloxy-13-cyclobutyl-17-nitro-6,15-bis(trifluoromethyl)-19-oxa-3,4,13,18-tetraazatricyclo[12.3.1.12,5]nonadeca-1(17),2,4,9,14(18),15-hexa-ene